O(S(=O)(=O)C(F)(F)F)C1=NC(=C(C2=C1C=CS2)C2=C(C=C(C=C2OCCOC)F)F)C2=NN1C([C@@H](N(C[C@@H]1C)C(C=C)=O)C)=C2 [7-[2,4-difluoro-6-(2-methoxyethoxy) phenyl]-6-[(4S,7S)-4,7-dimethyl-5-prop-2-enoyl-6,7-dihydro-4H-pyrazolo[1,5-a]pyrazin-2-yl] thieno[3,2-c]pyridin-4-yl] triflate